N-(4-fluoro-3-methoxy-phenyl)-N-(methoxymethyl)-7-methyl-3-(2-trimethylsilylethoxymethyl)benzimidazole-5-carboxamide FC1=C(C=C(C=C1)N(C(=O)C1=CC2=C(N=CN2COCC[Si](C)(C)C)C(=C1)C)COC)OC